NC=1NC(C=2N(C(N(C2N1)[C@@H]1O[C@@H](C[C@H]1O)C(CC)=O)=O)CC#C)=O 2-amino-9-((2R,3R,5S)-3-hydroxy-5-propionyltetrahydrofuran-2-yl)-7-(prop-2-yn-1-yl)-7,9-dihydro-1H-purine-6,8-dione